(R)-(-)-1-methoxy-2-propylamine C[C@H](COC)N